6-bromo-3-(2-chloro-5-fluorophenyl)-2-(4-methoxybenzyl)-4-nitroisoindol-1-one O-ethyloxime C(C)ON=C1N(C(C2=C(C=C(C=C12)Br)[N+](=O)[O-])C1=C(C=CC(=C1)F)Cl)CC1=CC=C(C=C1)OC